C(CCCCCCCCCCC)C1=CC=C(N)C=C1 4-dodecylaniline